C(C)(C)(C)OC(=O)N1CCC(CC1)N1N=CC(=C1)N 4-(4-amino-1H-pyrazol-1-yl)piperidine-1-carboxylic acid tert-butyl ester